2-(4-(5-(trifluoromethyl)pyrimidin-2-yl)piperazin-1-yl)oxazole-5-carbaldehyde FC(C=1C=NC(=NC1)N1CCN(CC1)C=1OC(=CN1)C=O)(F)F